N1CCC=2C1=NC=CC2N2CC1(CC2)OCCN(C1)C(=O)OC(C)(C)C tert-butyl 2-(2,3-dihydro-1H-pyrrolo[2,3-b]pyridin-4-yl)-6-oxa-2,9-diazaspiro[4.5]decane-9-carboxylate